COC=1C(=NON1)C(=O)N(C(OC(C)(C)C)=O)C1=CC=CC=C1 tert-Butyl (4-methoxy-1,2,5-oxadiazole-3-carbonyl)(phenyl)carbamate